3-methyl-4-(thiazol-4-ylmethoxy)aniline 2-(benzyloxy)-5-formylphenyl-methanesulfonate C(C1=CC=CC=C1)OC1=C(C=C(C=C1)C=O)CS(=O)(=O)O.CC=1C=C(N)C=CC1OCC=1N=CSC1